ClC=1C=NN(C(C1C(F)F)=O)CC(=O)OC Methyl 2-[4-chloro-5-(difluoromethyl)-6-oxo-pyridazin-1-yl]acetate